CN1C2=C(C=CC1=O)NC=C2C2=CC(=CC(=C2)OC2=CC=C(C=C2)C(F)(F)F)C 4-methyl-3-{3-methyl-5-[4-(trifluoromethyl)phenoxy]phenyl}-1H,4H,5H-pyrrolo[3,2-b]pyridin-5-one